4-nitro-N,N-diisopropyl-benzamide [N+](=O)([O-])C1=CC=C(C(=O)N(C(C)C)C(C)C)C=C1